CCCCCCCCCC(CCCCCCCCCCCC(=O)[O-])O[C@H]1[C@@H]([C@H]([C@@H]([C@H](O1)CO)O)O)O The molecule is a monocarboxylic acid anion that is the conjugate base of 13-(beta-D-glucosyloxy)docosanoic acid, arising from deprotonation of the carboxy group. It derives from a behenate. It is a conjugate base of a 13-(beta-D-glucosyloxy)docosanoic acid.